1-(5-tert-butyl-isoxazol-3-yl)-3-[4-(5-trifluoromethyl-benzimidazol-1-yl)-phenyl]-urea C(C)(C)(C)C1=CC(=NO1)NC(=O)NC1=CC=C(C=C1)N1C=NC2=C1C=CC(=C2)C(F)(F)F